N-(2-(3-chloro-1-((4-methyloxetan-2-yl)methyl)-1H-pyrazol-4-yl)pyrimidin-4-yl)-5-isopropyl-8-((2R,3S)-2-methyl-3-((methanesulfonyl)methyl)azetidin-1-yl)isoquinolin-3-amine ClC1=NN(C=C1C1=NC=CC(=N1)NC=1N=CC2=C(C=CC(=C2C1)C(C)C)N1[C@@H]([C@H](C1)CS(=O)(=O)C)C)CC1OC(C1)C